pentyl-carbamate C(CCCC)NC([O-])=O